C[O-].[K+] potassium methoxide